1-(5-chloro-2-pyrimidin-2-yl-1,2,4-triazol-3-yl)ethylamine ClC=1N=C(N(N1)C1=NC=CC=N1)C(C)N